C1(CC1)NS(=O)(=O)C1=CC(=C(C=C1)N1CCCCC1)NC(=O)NC1=CC(=CC=C1)C(F)(F)F N-cyclopropyl-4-piperidinyl-3-(3-(3-(trifluoromethyl)phenyl)ureido)benzenesulfonamide